NC1=NC=2C=NC(=CC2C2=C1COC2)C(=O)N(CC=2N=NC(=CC2)C(F)(F)F)CC(C)C 4-amino-N-(2-methylpropyl)-N-((6-(trifluoromethyl)-3-pyridazinyl)methyl)-1,3-dihydrofuro[3,4-c][1,7]naphthyridine-8-carboxamide